N-[(6-Amino-2-pyridyl)sulfonyl]-5-[4-(1-hydroxy-1-methylethyl)phenyl]-2-(2,2,4-trimethylpyrrolidin-1-yl)pyridin-3-carboxamid NC1=CC=CC(=N1)S(=O)(=O)NC(=O)C=1C(=NC=C(C1)C1=CC=C(C=C1)C(C)(C)O)N1C(CC(C1)C)(C)C